FC(C(=O)N)CCCC fluoro-n-hexanamide